FC(C(=O)O)(F)F.C1(=CC=CC=C1)C1CC2(CNC2)C1 6-phenyl-2-azaspiro[3.3]heptane, trifluoroacetate salt